C(C)OC=1[C@H](N(CCN1)C(=O)OCC1=CC=CC=C1)C benzyl (2R)-3-ethoxy-2-methyl-5,6-dihydro-2H-pyrazine-1-carboxylate